R-epoxychloropropane Methyl-(1R,2R,3S,4S)-3-aminobicyclo[2.2.1]hept-5-ene-2-carboxylate hydrochloride Cl.COC(=O)[C@@H]1[C@H]2C=C[C@@H]([C@@H]1N)C2.Cl[C@@H]2C(C)O2